IC1=CC2=C(N=CC=C2N)N1CC(F)(F)F 2-iodo-1-(2,2,2-trifluoroethyl)pyrrolo[2,3-b]pyridin-4-amine